1-(TRIFLUOROMETHOXY)NAPHTHALENE-6-BORONIC ACID FC(OC1=CC=CC2=CC(=CC=C12)B(O)O)(F)F